2-(3,5-dibromo-4-((4-oxo-3,4-dihydro-phthalazin-1-yl)oxy)phenyl)-3,5-dioxo-2,3,4,5-tetrahydro-1,2,4-triazine-6-carbonitrile BrC=1C=C(C=C(C1OC1=NNC(C2=CC=CC=C12)=O)Br)N1N=C(C(NC1=O)=O)C#N